FC1=C(C=C(C=C1)OC(F)(F)F)C(C)NC(C1=C(N=C(C=C1)C)OC([2H])([2H])[2H])=O N-(1-(2-fluoro-5-(trifluoromethoxy)phenyl)ethyl)-2-(methoxy-d3)-6-methylnicotinamide